C([C@H](O)C1=CC=CC=C1)(=O)N |r| (±)-Mandelic acid amide